COC1=C(N(C2=CC=CC=C2C1=O)C)C1=CC=C(C=C1)OCCC1N(CCCC1)C 3-methoxy-1-methyl-2-(4-(2-(1-methylpiperidin-2-yl)ethoxy)phenyl)quinolin-4(1H)-one